C(=S)[S-].N#CN.[K+].[K+].C(=S)[S-] dipotassium cyanamide dithioformate salt